4-amino-N-((4R)-7-methoxy-3,4-dihydro-1H-2-benzopyran-4-yl)-N,1-dimethyl-1H-pyrazolo[4,3-c][1,7]naphthyridine-8-carboxamide NC1=NC=2C=NC(=CC2C2=C1C=NN2C)C(=O)N(C)[C@H]2COCC1=C2C=CC(=C1)OC